2'-chloro-N-(5-(5-cyano-3,6-dimethylpicolinoyl)-5,6-dihydro-4H-pyrrolo[3,4-d]thiazol-2-yl)-5'-methoxy-6-methyl-[4,4'-bipyridine]-3-carboxamide ClC1=NC=C(C(=C1)C1=C(C=NC(=C1)C)C(=O)NC=1SC2=C(N1)CN(C2)C(C2=NC(=C(C=C2C)C#N)C)=O)OC